L-valine chloromethyl ester ClCOC([C@@H](N)C(C)C)=O